C1(=CC=CC=C1)S(=O)(=O)O.NC[C@@]1([C@@H]2[C@H]3C[C@H](CC[C@@H]13)C2)CC(=O)O 2-((1S,2S,3R,6S,8S)-2-(aminomethyl)tricyclo[4.2.1.03,8]nonan-2-yl)acetic acid Benzenesulfonate